C(CCCC)C1=CC(CC(O1)=O)=O 6-pentyl-pyrane-2,4-dione